FC=1C=C(C=C(C1)F)[C@@H]1N(OCC1)C(C(C)(C)C)=O 1-[(3R)-3-(3,5-difluorophenyl)-1,2-oxazolidin-2-yl]-2,2-dimethylpropan-1-one